1-benzyl-4-(4-fluorophenyl)pyrrolidine-3-carboxylate C(C1=CC=CC=C1)N1CC(C(C1)C1=CC=C(C=C1)F)C(=O)[O-]